OCC1=C(C=C(C(=C1)C)[N+](=O)[O-])CCO 2-[2-(hydroxymethyl)-4-methyl-5-nitrophenyl]ethanol